NC=1N=CC(=C2C=C(C=NC12)C(=O)N1CCC1)C1=CC=C(C=C1)C=1C=NN(C1)CC(=O)N(C)C 2-(4-(4-(8-amino-3-(azetidine-1-carbonyl)-1,7-naphthyridine-5-yl)phenyl)-1H-pyrazole-1-yl)-N,N-dimethylacetamide